N7-[4-(2-pyridyl)indan-2-yl]pyrazolo[1,5-a]pyrimidine-3,7-dicarboxamide N1=C(C=CC=C1)C1=C2CC(CC2=CC=C1)NC(=O)C1=CC=NC=2N1N=CC2C(=O)N